N1(CCCC1)C=1C=C(C(=O)[O-])C=CC1 3-(pyrrolidin-1-yl)benzoate